ClC1=C2C(=CC(=CC2=CC=C1)O)N1CC=2N=C(N=C(C2CC1)N1CC2CCC(C1)N2)OCC21CCCN1CCC2 5-chloro-4-(4-{3,8-diazabicyclo[3.2.1]octan-3-yl}-2-[(hexahydro-1H-pyrrolizin-7a-yl)methoxy]-5H,6H,7H,8H-pyrido[3,4-d]pyrimidin-7-yl)naphthalen-2-ol